2-methyl-4-[{5-(trifluoromethyl)pyridin-3-yl}oxy]benzo[d]thiazole-7-carbonitrile CC=1SC2=C(N1)C(=CC=C2C#N)OC=2C=NC=C(C2)C(F)(F)F